ClC1=CC2=C(N=CNC2=O)N1C1=CC=C(C=C1)C1NCCOC1 6-chloro-7-(4-(morpholin-3-yl)phenyl)-3,7-dihydro-4H-pyrrolo[2,3-d]pyrimidin-4-one